2-bromo-6-(1H-imidazol-1-yl)-3-nitropyridine BrC1=NC(=CC=C1[N+](=O)[O-])N1C=NC=C1